2-butyl-2,8-dimethyl-1,2-dihydroquinazolin-4-ol C(CCC)C1(NC2=C(C=CC=C2C(=N1)O)C)C